iron-barium oxygen 6-(6-chloro-4-{3,8-diazabicyclo[3.2.1]octan-3-yl}-8-fluoro-2-{[(2S)-1-methylpyrrolidin-2-yl]methoxy}quinazolin-7-yl)-4-methyl-5-(trifluoromethyl)pyridin-2-amine ClC=1C=C2C(=NC(=NC2=C(C1C1=C(C(=CC(=N1)N)C)C(F)(F)F)F)OC[C@H]1N(CCC1)C)N1CC2CCC(C1)N2.[O].[Ba].[Fe]